C(C=C)(=O)N1C[C@@H]2COC3=C(C(N2CC1)=O)C(=NC(=C3Cl)C3=C(C=CC=C3O)F)N3[C@H](CN(CC3)C3COC3)C (6aR)-8-acryloyl-4-chloro-3-(2-fluoro-6-hydroxyphenyl)-1-((S)-2-methyl-4-(oxetan-3-yl)piperazin-1-yl)-6,6a,7,8,9,10-hexahydro-12H-pyrazino[2,1-c]pyrido[3,4-f][1,4]oxazepin-12-one